yttrium aluminum phosphorus 2-oxo-N-(prop-2-yn-1-yl)indole-6-carboxamide O=C1N=C2C=C(C=CC2=C1)C(=O)NCC#C.[P].[Al].[Y]